COCC1(CCN(CC1)C=1OC2=C(C=C(C=C2C(C1)=O)C)C(C)NC1=C(C(=O)O)C=CC=C1)C 2-[1-[2-[4-(Methoxymethyl)-4-methyl-1-piperidyl]-6-methyl-4-oxo-chromen-8-yl]ethylamino]benzoic acid